FC(C(=O)O)(F)F.NC1CCN(CC1)C=1C=C2C(N(C(C2=CC1)=O)C1C(NC(CC1)=O)=O)=O 5-(4-Amino-1-piperidyl)-2-(2,6-dioxo-3-piperidyl)isoindoline-1,3-dione trifluoroacetic acid salt